C1(CC1)C(C#N)O 2-cyclopropyl-2-hydroxyacetonitrile